2-(3,4-dihydroxy-5-methoxybenzylidene)malononitrile OC=1C=C(C=C(C#N)C#N)C=C(C1O)OC